BrC1=CC(=C(C(=C1C(=O)OC)F)OC)Cl methyl 6-bromo-4-chloro-2-fluoro-3-methoxybenzoate